2-ISOPROPOXY-5-(TRIFLUOROMETHOXY)PHENYLBORONIC ACID C(C)(C)OC1=C(C=C(C=C1)OC(F)(F)F)B(O)O